C(\C=C/C(=O)O)(=O)O.CC=1[C@@H](C2=CC=CC=C2C1)C (S)-(+)-dimethylindene maleate